C1(CCC1)C1=NC(=NC=C1)OCC1=C(N=NN1C)C1=CC=C(C(=N1)CC)N1C[C@@H](CC1)[C@H](C(=O)OC)C methyl (2R)-2-[(3S)-1-[6-(5-{[(4-cyclobutylpyrimidin-2-yl)oxy]methyl}-1-methyl-1H-1,2,3-triazol-4-yl)-2-ethylpyridin-3-yl]pyrrolidin-3-yl]propanoate